trifluoroboric acid potassium salt [K].B(F)(F)F